(S)-N-((3S,4R)-1-(imidazo[1,5-a]pyridine-8-carbonyl)-4-isobutylpiperidin-3-yl)-3,3-dimethyl-2-(2,2,2-trifluoroacetamido)butanamide C=1N=CN2C1C(=CC=C2)C(=O)N2C[C@H]([C@@H](CC2)CC(C)C)NC([C@H](C(C)(C)C)NC(C(F)(F)F)=O)=O